N-(3-pyridinyl)ethanesulfonamide tert-butyl-4-(3-((1s,3s)-3-hydroxycyclobutoxy)propyl)piperazine-1-carboxylate C(C)(C)(C)OC(=O)N1CCN(CC1)CCCOC1CC(C1)O.N1=CC(=CC=C1)NS(=O)(=O)CC